ClC1=C(C=CC(=C1)Cl)[C@]1(OC[C@H](O1)COC1=CC=C(C=C1)N1CCN(CC1)C1=CC=C(C=C1)NC(C1=CN=CC=C1)=O)C N-(4-(4-(4-(((2S,4R)-2-(2,4-dichlorophenyl)-2-methyl-1,3-dioxolan-4-yl)methoxy)phenyl)piperazin-1-yl)phenyl)nicotinamide